(7-(4-(4-(benzo[b]thiophen-4-yl)piperazin-1-yl)butoxy)quinolin-2-yloxy)methyl undecanoate C(CCCCCCCCCC)(=O)OCOC1=NC2=CC(=CC=C2C=C1)OCCCCN1CCN(CC1)C1=CC=CC=2SC=CC21